6-(1H-imidazol-1-yl)-3-((8-methoxy-2-(6-methoxypyridin-3-yl)-2,3-dihydrobenzo[b][1,4]dioxin-6-yl)methyl)-3H-imidazo[4,5-b]pyridine N1(C=NC=C1)C=1C=C2C(=NC1)N(C=N2)CC2=CC1=C(OC(CO1)C=1C=NC(=CC1)OC)C(=C2)OC